4-(2-(1-(4-methoxybenzyl)-1H-imidazol-4-yl)phenyl)-1-methyl-piperidine COC1=CC=C(CN2C=NC(=C2)C2=C(C=CC=C2)C2CCN(CC2)C)C=C1